2,6-dicarboxylpiperidine C(=O)(O)C1NC(CCC1)C(=O)O